O[C@@H](C(=O)OCC)COC |r| Racemic-ethyl 2-hydroxy-3-methoxypropionate